C(C)(N[C@@H]1[C@@H](N(CC1)C(=O)OCC1=CC=CC=C1)CO[C@@H]1CC[C@@H](CC1)C1=CC=CC=C1)=N benzyl (2R,3S)-3-acetimidamido-2-((((CIS)-4-phenylcyclohexyl)oxy)methyl)-pyrrolidine-1-carboxylate